vanadium nickel cobalt sulfide [Co]=S.[Ni].[V]